5-bromo-1-((1-methyl-1H-pyrazol-3-yl)methyl)-1H-indole BrC=1C=C2C=CN(C2=CC1)CC1=NN(C=C1)C